C(#CCCCC)C1=CC=C(OCCCCCCOC2=CC=C(C=C2)C#CCCCC)C=C1 1,6-Bis(4-(hex-1-yn-1-yl)phenoxy)hexane